1E,13E,15Z,19Z-hexaenoic acid C(C=CCCC)(=O)O